C(CCCCCCCCCCCCCC=CCCCCCCCC)(=O)OCCCCCCCCCCCCCCCCCCCCCCCCCCCCCCCCCCCCCO 37-hydroxyheptatriacontyl tetracos-15-enoate